C(C)S(=O)(=O)C=1C=C(C=NC1C=1C=C2C(=CN1)N(N=C2)CC(C(F)(F)F)(F)F)C2(CC2)C#N 1-[5-ethylsulfonyl-6-[1-(2,2,3,3,3-pentafluoropropyl)pyrazolo[3,4-c]pyridin-5-yl]-3-pyridyl]cyclopropane-carbonitrile